The molecule is an aldehyde hydrate resulting from the addition of water to the aldehyde group of abietal. It derives from a hydride of an abieta-7,13-diene. CC(C)C1=CC2=CC[C@@H]3[C@@]([C@H]2CC1)(CCC[C@@]3(C)C(O)O)C